N1=CC=C2N1C=CC(=C2)S Pyrazolo[1,5-a]pyridine-5-thiol